(5-(5-chloro-2-methoxypyridin-4-yl)-1H-pyrazole-3-carbonyl)-N-((6,7-dihydro-5H-cyclopenta[d]pyrimidin-2-yl)methyl)piperidine-4-carboxamide ClC=1C(=CC(=NC1)OC)C1=CC(=NN1)C(=O)N1CCC(CC1)C(=O)NCC=1N=CC2=C(N1)CCC2